(6-Cyclohexyl-4-methyl-2-oxopyridin-1(2H)-yloxy)methyl (5-nitroquinolin-8-yloxy)methyl monohydrogenphosphate P(=O)(O)(OCON1C(C=C(C=C1C1CCCCC1)C)=O)OCOC=1C=CC(=C2C=CC=NC12)[N+](=O)[O-]